4-amino-1,8-naphthalenedicarboxylic acid anhydride NC1=CC=C2C3=C(C=CC=C13)C(=O)OC2=O